C(=O)O.COC=1C(=C2C=CNC2=C(C1)C)CN1[C@@H](C[C@H](CC1)NC1COC1)C1=CC=C(C(=O)O)C=C1 4-((2s,4s)-1-((5-methoxy-7-methyl-1H-indol-4-yl)methyl)-4-(oxetan-3-ylamino)piperidin-2-yl)benzoic acid formate salt